OC1=C(C=C(C=C1)C(C1=C(C(=C(C(=C1)C)O)CCC)C)C1=C(C(=C(C(=C1)C)O)CCC)C)OCC 4,4'-[(4-hydroxy-3-ethoxyphenyl)methylene]bis(2,3,6-trimethyl-ethyl-phenol)